2-FLUORO-6-(METHYLTHIOMETHOXY)PHENYLBORONIC ACID FC1=C(C(=CC=C1)OCSC)B(O)O